4-(4,6-dioxo-1,2-oxazin-2-yl)benzonitrile O=C1CN(OC(C1)=O)C1=CC=C(C#N)C=C1